C(=O)=C1NC(OC1)=O carbonyl-oxazolidin-2-one